1,3-oxathian-6-one O1CSCCC1=O